(R)-1-(3-(2-cyclopropylpyridin-4-yl)-1,2,4-oxadiazol-5-yl)ethan-1-amine hydrochloride Cl.C1(CC1)C1=NC=CC(=C1)C1=NOC(=N1)[C@@H](C)N